4-(fluoromethyl)-benzoic acid methyl ester COC(C1=CC=C(C=C1)CF)=O